4-fluoro-N-methylbenzamide FC1=CC=C(C(=O)NC)C=C1